(1H-indol-6-yl)(4-((3-(trifluoromethyl)pyridin-4-yl)oxy)piperidin-1-yl)methanone N1C=CC2=CC=C(C=C12)C(=O)N1CCC(CC1)OC1=C(C=NC=C1)C(F)(F)F